[Cd].[Zn] ZINC-CADMIUM